C(#N)C1=CC=C(C=C1)C1=NC(=NC=C1SC)NC1=CC=C(C(=O)NC2=C(C=CC(=C2)CN2CCOCC2)C)C=C1 4-[4-(4-cyano-phenyl)-5-methylsulfanyl-pyrimidin-2-ylamino]-N-(2-methyl-5-morpholin-4-ylmethyl-phenyl)-benzamide